7-cyclobutoxy-N-(1-((1S,2R)-2-fluorocyclopropyl)-2-oxo-1,2-dihydropyridin-3-yl)imidazo[1,2-a]Pyrimidine-6-carboxamide C1(CCC1)OC1=NC=2N(C=C1C(=O)NC=1C(N(C=CC1)[C@@H]1[C@@H](C1)F)=O)C=CN2